(furan-2-yl)methanone hydrochloride salt Cl.O1C(=CC=C1)C=O